FC=1C=NC(=NC1)C=1C=C(C=CC1C)NC(=O)N1[C@@H]2C[C@H](C[C@]1(C2)C=2N=NC=CN2)C (1S,3R,5R)-N-(3-(5-fluoropyrimidin-2-yl)-4-methylphenyl)-3-methyl-1-(1,2,4-triazin-3-yl)-6-azabicyclo[3.1.1]heptane-6-carboxamide